O=C(COC1=CC=C(C=C1)C1C2(CC3CC(CC1C3)C2)C(=O)OCC2=CC(=C(C=C2)OC)OC)NC=2C=CC=C3C=CC=NC23 3,4-Dimethoxybenzyl 2-(4-(2-oxo-2-(quinolin-8-ylamino)ethoxy)phenyl)adamantaneylcarboxylate